CC(C(=O)NC1(CC1)C1=CC=CC=C1)(CC)C 2,2-dimethyl-N-(1-phenylcyclopropyl)butanamide